C1(CCCCC1)NC(CN1C2=C(SC(C1=O)C(=O)O)C=CC=C2)=O 4-(2-(cyclohexylamino)-2-oxoethyl)-3-oxo-3,4-dihydro-2H-benzo[b][1,4]thiazine-2-carboxylic acid